((1-methyl-1H-pyrazol-5-yl)amino)-4-((2-(N-methyl-methanesulfonamido)-4-morpholinophenyl)amino)nicotinamide CN1N=CC=C1NC1=C(C(=O)N)C(=CC=N1)NC1=C(C=C(C=C1)N1CCOCC1)N(S(=O)(=O)C)C